methylimidazo[2,1-b][1,3]thiazole CC1=CN2C(S1)=NC=C2